16-Heptacosenoic acid C(CCCCCCCCCCCCCCC=CCCCCCCCCCC)(=O)O